Cl.Cl.NC(C)[C@@H]1CC[C@H](CC1)C(=O)NC1=CC=NC=C1 trans-4-(1-aminoethyl)-N-(4-pyridinyl)-cyclohexane-carboxamide dihydrochloride